FC=1C=C(C=C(C1)F)N1[C@H](CN(CC1)C(CCC(=O)C=1N=C(OC1)C)=O)C 1-[(3S)-4-(3,5-difluorophenyl)-3-methyl-piperazin-1-yl]-4-(2-methyloxazol-4-yl)butane-1,4-dione